FC(C1=NN(C(=C1)C1=NC(=NO1)C1(CC1)C1=C(C=CC=C1)C)CC(=O)OC(C)(C)C)F tert-butyl 2-(3-(difluoromethyl)-5-(3-(1-(o-tolyl)cyclopropyl)-1,2,4-oxadiazol-5-yl)-1H-pyrazol-1-yl)acetate